C(CN(CCO)CCO)NCCO 2,2-[[2-[(2-hydroxyethyl)amino]ethyl]imino]bisethanol